Methyl 3-((hydroxyimino)methyl)-5-(3-(methoxycarbonyl)phenoxy)-1H-indole-4-carboxylate ON=CC1=CNC=2C=CC(=C(C12)C(=O)OC)OC1=CC(=CC=C1)C(=O)OC